(4-(1H-indol-3-yl)pyrimidin-2-yl)-N4-(2-(dimethylamino)ethyl)-2-methoxy-N4-methyl-5-nitrobenzene-1,4-diamine N1C=C(C2=CC=CC=C12)C1=NC(=NC=C1)C=1C(=C(C=C(C1N(C)CCN(C)C)[N+](=O)[O-])N)OC